p-Amidinophenyl p-(6-amidino-2-indolyl)phenyl ether C(N)(=N)C1=CC=C2C=C(NC2=C1)C1=CC=C(C=C1)OC1=CC=C(C=C1)C(N)=N